Cl.N1N=NC2=C1C=CC=C2 1H-benzo[d][1,2,3]triazole hydrochloride